5-(2-(2-chlorophenyl)pyrrolidin-1-yl)-3-fluoro-N-((R,E)-4-(methylsulfonyl)but-3-en-2-yl)pyrazine-2-carboxamide ClC1=C(C=CC=C1)C1N(CCC1)C=1N=C(C(=NC1)C(=O)N[C@H](C)\C=C\S(=O)(=O)C)F